ClC1=NC=2C=CNC(C2C(=C1)NC1=NC=C(C=C1)N1CCC(CC1)O)=O 2-Chloro-4-((5-(4-hydroxypiperidin-1-yl)pyridin-2-yl)amino)-1,6-naphthyridin-5(6H)-one